TRI-TERT-BUTYLPHOSPHANE C(C)(C)(C)P(C(C)(C)C)C(C)(C)C